4-Formyl-3,5-dimethoxyphenyl-2-(4-(5,11-bis(3,5-bis(trifluoromethyl)phenyl)-1,3-dioxo-1H-xantheno[2,1,9-def]isoquinolin-2(3H)-yl)phenyl)acetate C(=O)C1=C(C=C(C=C1OC)C(C(=O)[O-])C1=CC=C(C=C1)N1C(C2=CC(=C3C=4C2=C(C1=O)C=C(C4OC4=CC=CC=C43)C4=CC(=CC(=C4)C(F)(F)F)C(F)(F)F)C4=CC(=CC(=C4)C(F)(F)F)C(F)(F)F)=O)OC